2,2-diphenylbenzol C1(=CC=CC=C1)C1(CC=CC=C1)C1=CC=CC=C1